OCCS(=O)(=O)C1=CC(=C(C(=O)NC2=NC(=CC(=C2)C)N2C[C@H](OCC2)C)C=C1)N1CCC2(CC2)CC1 (R)-4-((2-Hydroxyethyl)sulfonyl)-N-(4-methyl-6-(2-methylmorpholino)pyridin-2-yl)-2-(6-azaspiro[2.5]octan-6-yl)benzamide